4-(2-succinimidyloxycarbonylethyl)phenyl-10-methylacridinium-9-carboxylate C1(CCC(N1OC(=O)CCC1=CC=C(C=C1)OC(=O)C=1C2=CC=CC=C2[N+](=C2C=CC=CC12)C)=O)=O